BrC=1C(=C2C=NN(C2=CC1)CC(C)(O)C)C 1-(5-bromo-4-methyl-1H-indazol-1-yl)-2-methylpropan-2-ol